Cl.CN(C=1SC2=C(N1)SC(=N2)C2=C(C=C(C=C2)C=2C=NN(C2)C([2H])([2H])[2H])O)C2CCN(CC2)C 2-{5-[methyl(1-methylpiperidin-4-yl)amino][1,3]thiazolo[5,4-d][1,3]thiazol-2-yl}-5-[1-(2H3)methyl-1H-pyrazol-4-yl]phenol hydrochloride